3-(N,N-dimethylsulfamoyl)-N-(4-(N-(4-methoxyphenyl)sulfamoyl)phenyl)benzamide CN(S(=O)(=O)C=1C=C(C(=O)NC2=CC=C(C=C2)S(NC2=CC=C(C=C2)OC)(=O)=O)C=CC1)C